FC=1C=CC(=C(C(=O)N2[C@@H](COCC2)C)C1)C=1C=2N(C=C(C1)C1CN(C1)CC1CCC(CC1)C1=NC=NO1)C(=NC2F)C (3R)-4-{5-fluoro-2-[1-fluoro-3-methyl-6-(1-{[(1r,4r)-4-(1,2,4-oxadiazol-5-yl)cyclohexyl]methyl}azetidin-3-yl)imidazo[1,5-a]pyridin-8-yl]benzoyl}-3-methylmorpholine